trans-Isopren C=CC(C)=C